8-((4-(4-chloro-phenoxy)-3,5-difluoro-phenyl)-sulfonyl)-N-hydroxy-3-(piperidine-1-carbonyl)-3,8-diazabicyclo-[3.2.1]octane-1-carboxamide ClC1=CC=C(OC2=C(C=C(C=C2F)S(=O)(=O)N2C3(CN(CC2CC3)C(=O)N3CCCCC3)C(=O)NO)F)C=C1